ClC1=C(C=CC(=N1)C(=O)N1CC(C(C12CCCC2)O)(F)F)C(F)(F)F (6-chloro-5-(trifluoromethyl)pyridin-2-yl)(3,3-difluoro-4-hydroxy-1-azaspiro[4.4]nonan-1-yl)methanone